(S)-4-(6,7-dimethyl-2-(2-(1-methyl-1H-pyrazol-4-yl)morpholino)pteridin-4-yl)cyclohexan-1-ol CC=1N=C2C(=NC(=NC2=NC1C)N1C[C@@H](OCC1)C=1C=NN(C1)C)C1CCC(CC1)O